BrC/C=C/C(=O)Cl bromocrotonyl chloride